(6R,6aS,11aR)-9-cyclobutyl-14-(cyclopropylmethyl)-8-methyl-5,6,9,11-tetrahydro-6,11a-(epiminoethano)naphtho[2,1-f]indazole-2,6a(7H)-diol C1(CCC1)N1N=C2C[C@@]34[C@@](CC2=C1C)([C@@H](CC=1C=CC(=CC13)O)N(CC4)CC4CC4)O